N1=CC(=CC=C1)C#CC=O 3-(3-pyridyl)prop-2-ynoaldehyde